(R)-N-(6-(2-chloro-5-fluorophenyl)-3-cyano-8-oxo-1,6,7,8-tetrahydropyrrolo[3,4-g]indazol-5-yl)-3-fluoro-5-(trifluoromethyl)benzamide ClC1=C(C=C(C=C1)F)[C@@H]1NC(C=2C1=C(C=C1C(=NNC21)C#N)NC(C2=CC(=CC(=C2)C(F)(F)F)F)=O)=O